C(C)(CC)C1C(NC2=C(CN1C(=O)C1=CN(C(C=C1)=O)CCO)C=CC=C2)=O 3-(sec-butyl)-4-(1-(2-hydroxyethyl)-6-oxo-1,6-dihydropyridine-3-carbonyl)-1,3,4,5-tetrahydro-2H-benzo[1,4]diazepin-2-one